(R)-2-(tert-butyl)-N-(2-methyl-4-(3-(5-(N-methylacrylamido)-2-oxopiperidin-1-yl)pyridin-4-yl)benzyl)-2H-tetrazole-5-carboxamide C(C)(C)(C)N1N=C(N=N1)C(=O)NCC1=C(C=C(C=C1)C1=C(C=NC=C1)N1C(CC[C@H](C1)N(C(C=C)=O)C)=O)C